CC1(CC=C(CC1)CCC=C(C)C)C=O 1-Methyl-4-(4-methyl-3-pentenyl)-3-cyclohexene-1-carboxaldehyde